C(C1=CC=CC=C1)OC(=O)N1CC(NCC1)C#CC 3-(prop-1-yn-1-yl)piperazine-1-carboxylic acid benzyl ester